7,10-dibromo-2-[2-(3-chloro-2-pyridyl)-5-(trifluoromethyl)pyrazol-3-yl]benzo[g][3,1]benzoxazin-4-one BrC=1C=CC2=C(C3=C(C(OC(=N3)C=3N(N=C(C3)C(F)(F)F)C3=NC=CC=C3Cl)=O)C=C2C1)Br